1-((3R,4R)-4-((5-chloro-4-(9-fluoro-1-methyl-1,2,3,4-tetrahydrobenzo[4,5]imidazo[1,2-a]pyrimidin-7-yl)pyrimidin-2-yl)amino)-3-hydroxypiperidin-1-yl)-2-methoxyethan-1-one ClC=1C(=NC(=NC1)N[C@H]1[C@@H](CN(CC1)C(COC)=O)O)C1=CC2=C(N=C3N2CCCN3C)C(=C1)F